4-(3,4-dichlorophenyl)-5-(isopropylthio)-2-(1H-pyrazol-1-yl)thiazole ClC=1C=C(C=CC1Cl)C=1N=C(SC1SC(C)C)N1N=CC=C1